glycerol tris(mercaptopropionate) SC(C(=O)OCC(OC(C(C)S)=O)COC(C(C)S)=O)C